(S)-1-(oxetan-2-ylmethyl)-2-((4-(6-((5-(pyrimidin-5-yl)thiophen-2-yl)methoxy)Pyridin-2-yl)piperidin-1-yl)methyl)-1H-benzo[d]imidazole-6-carboxylic acid O1[C@@H](CC1)CN1C(=NC2=C1C=C(C=C2)C(=O)O)CN2CCC(CC2)C2=NC(=CC=C2)OCC=2SC(=CC2)C=2C=NC=NC2